C1(CC1)C1=C(C(=NO1)C1=C(C=CC=C1Cl)Cl)CO[C@@H]1[C@@H]2C(N([C@H](C1)C2)C2=CC=C(C(=O)OC(C)(C)C)C=C2)=O tert-butyl 4-[(1S,4R,5S)-5-[[5-cyclopropyl-3-(2,6-dichlorophenyl)-1,2-oxazol-4-yl]methoxy]-3-oxo-2-azabicyclo[2.2.1]heptan-2-yl]benzoate